O=C1N(CC2=NC(=CC=C21)NCC2=C(C=C(C(=C2)F)F)F)CCNC(CC)=O N-(2-(5-oxo-2-((2,4,5-trifluorobenzyl)amino)-5,7-dihydro-6H-pyrrolo[3,4-b]pyridin-6-yl)ethyl)propionamide